C(#C)C=1C=C(C=CC1)NC1=NC=NC2=CC(=C(C=C12)[N+](=O)[O-])F 4-(3-ethynylphenylamino)7-fluoro-6-nitroquinazoline